C(C)(=O)C.[Li] lithium acetyl-methane